2-Ethoxy-6-(1-methyl-6-oxo-1,6-dihydropyridin-3-yl)thiazolo[4,5-b]pyridine C(C)OC=1SC=2C(=NC=C(C2)C2=CN(C(C=C2)=O)C)N1